ClC=1C(=CC2=C(N=C(O2)NC=2C=C(C(=O)NO)C=CC2F)C1)Cl 3-((5,6-dichlorobenzo[d]oxazol-2-yl)amino)-4-fluoro-N-hydroxybenzamide